Octapropylene Glycol Diacrylate C(C=C)(=O)OC(C)COC(C)COC(C)COC(C)COC(C)COC(C)COC(C)COC(C)COC(C=C)=O